C(CCCS)S butane-1,4-dithiol